ClC1=C(C=CC=C1)CC(=O)NC1=CC(=NC=C1)N(C(C)=O)C1=CC(=CC(=C1)OC)F N-{4-[2-(2-Chlorophenyl)acetamido]pyridin-2-yl}-N-(3-fluoro-5-methoxyphenyl)acetamide